N1(N=CC=C1)CC1=CC(=C(C=2CCCCC12)C#N)F 4-((1H-pyrazol-1-yl)methyl)-2-fluoro-5,6,7,8-tetrahydronaphthalene-1-carbonitrile